BrC1=C(C=CC=C1)S(=O)(=O)N1CCN(CC1)C(=O)[C-]1C=CC=C1.[CH-]1C=CC=C1.[Fe+2] (4-((2-bromophenyl)sulfonyl)piperazin-1-yl)(ferrocenyl)methanone